Cl.Cl.N[C@@H]1C[C@H](C2=C1C=C(C=1C=C(N=CC21)C2CC2)S(=O)(=O)NCC(C)C)N |r| Trans-(7RS,9RS)-7,9-diamino-3-cyclopropyl-N-isobutyl-8,9-dihydro-7H-cyclopenta[h]isoquinoline-5-sulfonamide dihydrochloride